CN1N=C(C(=C1C)C=1C=NN2C1C=C(C=C2)N2N=CC(=C2)C(=O)OCC)C ethyl 1-[3-(1,3,5-trimethylpyrazol-4-yl)pyrazolo[1,5-a]pyridin-5-yl]pyrazole-4-carboxylate